C(C)(C)(C)C1=CC(C=C1)[Ti](C)(C)NC12CC3CC(CC(C1)C3)C2 (3-t-butylcyclopentadienyl)(1-adamantylamino)dimethyl-titanium